Fluoranthene-3,10-Diamine C1=CC(=C2C=CC=C3C4=CC=CC(=C4C1=C23)N)N